ClC=1C=C(C=C2CC(NC12)=O)C=1C(=NN(C1OC)C)CN(C[C@@H](C)N(C(OCCCC)=O)C)C butyl N-[(1R)-2-[[4-(7-chloro-2-oxo-indolin-5-yl)-5-methoxy-1-methyl-pyrazol-3-yl]methyl-methylamino]-1-methyl-ethyl]-N-methyl-carbamate